C(C1=CC=CC=C1)N1C(C(=C(C=C1)CNCCSC)O)=O 1-Benzyl-3-hydroxy-4-{[2-(methylthio)ethylamino]methyl}pyridin-2(1H)-one